6-((6-((2-(methylsulfonyl)phenyl)amino)pyrimidin-4-yl)amino)nicotinaldehyde CS(=O)(=O)C1=C(C=CC=C1)NC1=CC(=NC=N1)NC1=NC=C(C=O)C=C1